FC1=C(C(=CC(=C1)OCCN1CC(C1)CF)F)[C@H]1N([C@@H](CC2=C1NC1=CC=CC=C21)C)CC(C(=O)O)(C)C 3-((1R,3R)-1-(2,6-difluoro-4-(2-(3-(fluoromethyl)azetidin-1-yl)ethoxy)phenyl)-3-methyl-1,3,4,9-tetrahydro-2H-pyrido[3,4-b]indol-2-yl)-2,2-dimethylpropanoic acid